(S)-N-(5-(4-(3-(cyanomethyl)piperazin-1-yl)quinazolin-6-yl)-2-methoxypyridin-3-yl)-2,4-difluorobenzenesulfonamide C(#N)C[C@H]1CN(CCN1)C1=NC=NC2=CC=C(C=C12)C=1C=C(C(=NC1)OC)NS(=O)(=O)C1=C(C=C(C=C1)F)F